NC1CC(OC2=C1C=C(C=C2)Cl)C(=O)NC21CC(C2)(C1)NC(COC1=CC(=C(C=C1)Cl)F)=O 4-amino-6-chloro-N-{3-[2-(4-chloro-3-fluorophenoxy)acetamido]bicyclo[1.1.1]pentan-1-yl}-3,4-dihydro-2H-1-benzopyran-2-carboxamide